[N+](=O)([O-])C1=CC=C(C=C1)C1=CN=C(C(N1)=O)NCCC1=CC=CC=C1 6-(4-nitrophenyl)-2-oxo-3-(phenethylamino)pyrazin